(R)-2-chloro-N-(5-chloro-6-(1H-pyrazol-1-yl)pyridin-3-yl)-8-methyl-8-(trifluoromethyl)-7,8-dihydro-6H-pyrazolo[1,5-a]pyrrolo[2,3-e]pyrimidine-6-carboxamide ClC1=NN2C(N=CC3=C2[C@@](CN3C(=O)NC=3C=NC(=C(C3)Cl)N3N=CC=C3)(C(F)(F)F)C)=C1